(3S)-1-(6-Fluoropyridine-3-carbonyl)-N-methylpyrrolidin-3-amin FC1=CC=C(C=N1)C(=O)N1C[C@H](CC1)NC